C(CCCCCC)(=O)OCC([C@H](C[C@H]1C(NCC1)=O)NC([C@H](CC1CCCCC1)NC(C(=O)NC1CCCCC1)=O)=O)=O (S)-3-((S)-3-cyclohexyl-2-(2-(cyclohexylamino)-2-oxoacetamido)propanamido)-2-oxo-4-((S)-2-oxopyrrolidin-3-yl)butyl heptanoate